C(C)(C)(C)C1=CC=CC(=N1)C1CC(CC1)C1=NNC(=C1)NC=1C=CC2=C(CNS2(=O)=O)C1F 5-((3-(3-(6-(tert-butyl)pyridin-2-yl)cyclopentyl)-1H-pyrazol-5-yl)amino)-4-fluoro-2,3-dihydrobenzo[d]isothiazole 1,1-dioxide